N7-(3-methoxy-4-(4-methoxybenzyloxy)phenyl)-N2-methylquinoxaline-2,7-diamine COC=1C=C(C=CC1OCC1=CC=C(C=C1)OC)NC1=CC=C2N=CC(=NC2=C1)NC